O=C1NC(CCC1N1C(C2=CC=CC(=C2C1=O)NCCOCCOCCC(=O)N)=O)=O 3-(2-(2-((2-(2,6-dioxopiperidin-3-yl)-1,3-dioxoisoindolin-4-yl)amino)ethoxy)ethoxy)propanamide